N,5-dimethyl-3-(trifluoromethyl)-6,7-dihydro-4H-benzothiophen-5-amine CNC1(CCC2=C(C(=CS2)C(F)(F)F)C1)C